N-(4-chloro-6-methoxypyridin-2-yl)-4-methylbenzenesulfonamide ClC1=CC(=NC(=C1)OC)NS(=O)(=O)C1=CC=C(C=C1)C